BrC=1N=CC=2N(C1)C=C(N2)[C@@H]2N(C[C@H](C2)F)C(=O)OC(C)(C)C tert-butyl (2R,4S)-2-{6-bromoimidazo[1,2-a]pyrazin-2-yl}-4-fluoropyrrolidine-1-carboxylate